1,1'-(2,2-difluoropropane-1,3-diyl)bis(1H-pyrrole-2,5-dione) FC(CN1C(C=CC1=O)=O)(CN1C(C=CC1=O)=O)F